FC(C(=O)O)(F)F.FC(C(=O)O)(F)F.C(C)(=O)O acetic acid ditrifluoroacetate salt